N-((2,6-dihydroxy-5'-methyl-4-pentyl-2'-(prop-1-en-2-yl)-[1,1'-biphenyl]-3-yl)methyl)-N-methylpyrrolidine-1-carboxamide OC1=C(C(=CC(=C1CN(C(=O)N1CCCC1)C)CCCCC)O)C1=C(C=CC(=C1)C)C(=C)C